CN1N=C(C=2C=NC(=CC21)N2C(CN(CC2)C)C2CCOCC2)C=2C=C(C=C(C2)C(F)(F)F)O 3-(1-methyl-6-(4-methyl-2-(tetrahydro-2H-pyran-4-yl)piperazin-1-yl)-1H-pyrazolo[4,3-c]pyridin-3-yl)-5-(trifluoromethyl)phenol